(S)-1-(2-(benzyloxy)-3-hydroxypropyl)-7-bromo-N-(4-(chlorodifluoromethoxy)phenyl)-2-(methylsulfanyl)-1H-benzo[d]imidazole-5-carboxamide C(C1=CC=CC=C1)O[C@@H](CN1C(=NC2=C1C(=CC(=C2)C(=O)NC2=CC=C(C=C2)OC(F)(F)Cl)Br)SC)CO